tert-butyl 2-[[2-[4-benzyloxy-6-[(2S)-2-tert-butoxycarbonylpyrrolidin-1-yl]pyrazolo[3,4-d]pyrimidin-1-yl]-5-fluoro-phenoxy]methyl]pyrrolidine-1-carboxylate C(C1=CC=CC=C1)OC1=C2C(=NC(=N1)N1[C@@H](CCC1)C(=O)OC(C)(C)C)N(N=C2)C2=C(OCC1N(CCC1)C(=O)OC(C)(C)C)C=C(C=C2)F